COCCS(=NC(C1=NC=C(C=C1)C1=NOC(=N1)C(F)(F)F)=O)(=O)C N-((2-methoxyethyl)(methyl)(oxo)-λ6-sulfaneylidene)-5-(5-(trifluoromethyl)-1,2,4-oxadiazol-3-yl)picolinamide